FC1=C(OC2=NC=CC=N2)C=CC(=C1F)B1OC(C(O1)(C)C)(C)C 2-(2,3-difluoro-4-(4,4,5,5-tetramethyl-1,3,2-dioxaborolan-2-yl)phenoxy)pyrimidine